5-(4-bromo-2,6-dichloro-phenoxy)-2-methoxy-benzoic acid BrC1=CC(=C(OC=2C=CC(=C(C(=O)O)C2)OC)C(=C1)Cl)Cl